(S)-2-((5-carboxypentyl)(((4-((4-guanidinobenzoyl)oxy)benzyl)oxy)carbonyl)amino)succinic acid C(=O)(O)CCCCCN([C@H](C(=O)O)CC(=O)O)C(=O)OCC1=CC=C(C=C1)OC(C1=CC=C(C=C1)NC(=N)N)=O